CN1N=C(OC(C1=O)C)C=1C(=NC=CN1)C(C)NS(=O)C(C)(C)C N-[1-[3-(4,6-dimethyl-5-oxo-1,3,4-oxadiazin-2-yl)pyrazin-2-yl]ethyl]-2-methyl-propane-2-sulfinamide